COC=1C=C(\C=N\NC(=O)C2=NC(=CN=C2)C2=CC=C(C=C2)SCC)C=C(C1)OC (E)-N'-(3,5-dimethoxybenzylidene)-6-(4-(ethylthio)phenyl)pyrazine-2-carbohydrazide